4-nitro-N-(10-((6-oxo-4-phenylpyrimidin-1(6H)-yl)methyl)-7-((R)-4,4,4-trifluoro-2-methylbutanoyl)-7-azaspiro[4.5]decan-10-yl)benzenesulfonamide [N+](=O)([O-])C1=CC=C(C=C1)S(=O)(=O)NC1(CCN(CC12CCCC2)C([C@@H](CC(F)(F)F)C)=O)CN2C=NC(=CC2=O)C2=CC=CC=C2